(3-aminopropyl)-dimethoxy-ethylsilane NCCC[Si](CC)(OC)OC